C1(CCCCC1)C1=CC=CC(=N1)C(C(=O)NC)NC(=O)[C@@H]1CN(CC12CNC2)C(=O)C2=CN=CS2 (8S)-N-(1-(6-cyclohexylpyridin-2-yl)-2-(methylamino)-2-oxoethyl)-6-(thiazole-5-carbonyl)-2,6-diazaspiro[3.4]octane-8-carboxamide